[Si](C1=CC=CC=C1)(C1=CC=CC=C1)(C(C)(C)C)OCC1=C(C(=CC=C1)C(C)C)N1C(N=C(C2=C1N=C(C(=C2)F)Cl)N2[C@H](CN(CC2)C(=O)OC(C)(C)C)C)=O tert-butyl (S)-4-(1-(2-(((tert-butyldiphenylsilyl)oxy)methyl)-6-isopropylphenyl)-7-chloro-6-fluoro-2-oxo-1,2-dihydropyrido[2,3-d]pyrimidin-4-yl)-3-methylpiperazine-1-carboxylate